5-(4-(cyclohexylethynyl)phenoxy)-1H-1,2,3-triazole-4-carboxylic acid C1(CCCCC1)C#CC1=CC=C(OC2=C(N=NN2)C(=O)O)C=C1